6-(3-bromophenyl)benzo[f]naphtho[2,1-d][1,3]oxazepine BrC=1C=C(C=CC1)C=1OC2=C(C3=C(N1)C=CC1=CC=CC=C13)C=CC=C2